N-(6-acryloylpyridin-2-yl)-6-oxohexanamide C(C=C)(=O)C1=CC=CC(=N1)NC(CCCCC=O)=O